(S)-N-(1-(2-((2,3-dihydro-1H-inden-2-yl)amino)pyrimidin-5-yl)-5-methyl-1H-pyrazol-3-yl)-4,5,6,7-tetrahydro-1H-benzo[d][1,2,3]triazole-5-carboxamide C1C(CC2=CC=CC=C12)NC1=NC=C(C=N1)N1N=C(C=C1C)NC(=O)[C@@H]1CC2=C(NN=N2)CC1